2,3-dichloro-1-naphthol ClC1=C(C2=CC=CC=C2C=C1Cl)O